CN1C[C@@]2(CC[C@@H]([C@@]34[C@@H]2[C@H]([C@@H](C31)[C@@]5([C@@H]6[C@H]4C[C@@]([C@@H]6OC(=O)C7=CC=CC=C7)([C@H]([C@@H]5O)OC)O)O)OC)OC)COC The molecule is a diterpene alkaloid with formula C31H43NO9 that is isolated from several Aconitum species. It has a role as a plant metabolite, a human urinary metabolite, a xenobiotic, a rat metabolite and a phytotoxin. It is a benzoate ester, a bridged compound, a diterpene alkaloid, an organic heteropolycyclic compound, a polyether, a secondary alcohol, a tertiary alcohol, a triol and a tertiary amino compound. It derives from a hydride of an aconitane.